C(C)OC(=O)C=1N=C(C=2CCCCC2C1Br)Br 1,4-dibromo-5,6,7,8-tetrahydroisoquinoline-3-carboxylic acid ethyl ester